2-[2-(benzylsulfanyl)-4-nitrophenyl]-5-(difluoromethyl)-1,3,4-oxadiazole C(C1=CC=CC=C1)SC1=C(C=CC(=C1)[N+](=O)[O-])C=1OC(=NN1)C(F)F